(1r,4r)-N1-(5-Methyl-4-(6-phenylimidazo[1,2-a]pyridin-3-yl)pyrimidin-2-yl)cyclohexan-1,4-diamin CC=1C(=NC(=NC1)NC1CCC(CC1)N)C1=CN=C2N1C=C(C=C2)C2=CC=CC=C2